4-(3-chloro-4-methoxy-phenyl)cyclohexanone ClC=1C=C(C=CC1OC)C1CCC(CC1)=O